2-(tert-butyl)-4-chloro-5-(4-(hydroxymethyl)phenethyl)pyridazin-3(2H)-one C(C)(C)(C)N1N=CC(=C(C1=O)Cl)CCC1=CC=C(C=C1)CO